C(C)N=S(=O)(CC=1N=C2N(C=C(C=C2)C2=NOC(=N2)C(F)(F)F)C1)C (ethylimino)(methyl)((6-(5-(trifluoromethyl)-1,2,4-oxadiazol-3-yl)imidazo[1,2-a]pyridin-2-yl)methyl)-λ6-sulfanone